ClC1=CC=C(COC=2C=C(C=CC2NS(=O)(=O)CC)C2=NNC(=C2C(=O)N)NC2=NC(=CC=C2)C(F)(F)F)C=C1 3-(3-((4-chloro-benzyl)oxy)-4-(ethylsulfonamido)phenyl)-5-((6-(trifluoro-methyl)pyridin-2-yl)amino)-1H-pyrazole-4-carboxamide